N-(Tetrahydro-2H-pyran-4-yl)-2-(2-((2,2,2-trifluoroethyl)amino)pyrimidin-4-yl)-1-((2-(trimethylsilyl)ethoxy)methyl)-1H-pyrrolo[3,2-c]pyridin-6-amine O1CCC(CC1)NC1=CC2=C(C=N1)C=C(N2COCC[Si](C)(C)C)C2=NC(=NC=C2)NCC(F)(F)F